(±)-2-methylpropane-2-sulfinamide CC(C)(C)[S@@](=O)N |r|